C(C)(C)(C)C1=CC=C(C=C1)C(C1CO1)OC(C1CO1)C1=CC=C(C=C1)C(C)(C)C p-tert-Butyl-phenylglycidylether